ClC1=C(C=CC=C1)C1N(C(C(=N1)C1=CC(=C(C(=C1)OC)OC)OC)(C1=CC(=C(C(=C1)OC)OC)OC)C1=CC(=C(C(=C1)OC)OC)OC)C1(N=CC(=N1)C1=CC(=C(C(=C1)OC)OC)OC)C1=C(C=CC=C1)Cl 2,2'-bis(o-chlorophenyl)-4,4',5,5-tetrakis(3,4,5-trimethoxyphenyl)-1,2'-biimidazole